FC=1C=C(C=CC1OC1=CC=NC2=CC(=CN=C12)OC)NC(=O)C=1C(N(N=C(C1)C)C1=CC=C(C=C1)F)=O N-[3-Fluoro-4-[(7-methoxy-1,5-naphthyridin-4-yl)oxy]phenyl]-2-(4-fluorophenyl)-6-methyl-3-oxopyridazine-4-carboxamide